CC(C(=O)N1[C@H](COC2=C(C1)C(=CC(=C2)C(=O)N)F)C)(C)C (3S)-4-(2,2-dimethylpropanoyl)-6-fluoro-3-methyl-3,5-dihydro-2H-1,4-benzoxazepine-8-carboxamide